3-((benzyloxy)methyl)-4-ethyl-1-(7-fluoro-4-isopropyl-2-(3-methoxy-1-methyl-1H-pyrazol-5-yl)quinolin-6-yl)-1H-1,2,4-triazol-5(4H)-one C(C1=CC=CC=C1)OCC1=NN(C(N1CC)=O)C=1C=C2C(=CC(=NC2=CC1F)C1=CC(=NN1C)OC)C(C)C